(2S)-4-(4,4-difluoropiperidin-1-yl)-2-[9H-fluoren-9-ylmethoxycarbonyl-(methyl)amino]-4-oxobutanoic acid FC1(CCN(CC1)C(C[C@@H](C(=O)O)N(C)C(=O)OCC1C2=CC=CC=C2C=2C=CC=CC12)=O)F